cis-2-Pentennitril C(\C=C/CC)#N